5-methyl-4-(1-methyl-1H-1,2,4-triazol-3-yl)-2-(pyrrolidine-1-ylsulfonyl)-1H-pyrrolo[2,3-b]pyridine CC=1C(=C2C(=NC1)NC(=C2)S(=O)(=O)N2CCCC2)C2=NN(C=N2)C